OCCNC([C@H](NC1=NC=2C=CC=CC2C=2N1N=C(N2)C2=CC(=CC=C2)OC)C)=O N-(2-hydroxyethyl)-N2-[2-(3-methoxyphenyl)[1,2,4]triazolo[1,5-c]quinazolin-5-yl]-D-alaninamide